6-Chloro-N-((2-methylpyridin-3-yl)methyl)pyridazin-3-amine ClC1=CC=C(N=N1)NCC=1C(=NC=CC1)C